2-{[(1S)-1-{4-[(1R)-1-(4-Acryloylpiperazin-1-yl)propyl]phenyl}ethyl]amino}-8-(propan-2-yl)pyrido[2,3-d]pyrimidin-7(8H)-on C(C=C)(=O)N1CCN(CC1)[C@H](CC)C1=CC=C(C=C1)[C@H](C)NC=1N=CC2=C(N1)N(C(C=C2)=O)C(C)C